FC1=C(C=CC(=C1)F)C(C(F)(F)C1=CC=C(C=N1)OC1=C(C#N)C=CC=C1)(CN1N=CN=C1S)O [[6-[2-(2,4-difluorophenyl)-1,1-difluoro-2-hydroxy-3-(5-sulfanyl-1,2,4-triazol-1-yl)propyl]-3-pyridyl]oxy]benzonitrile